(R)-2-methyl-4-(5-(trifluoromethyl)pyrazin-2-yl)piperazine-1-carboxylic acid tert-butyl ester C(C)(C)(C)OC(=O)N1[C@@H](CN(CC1)C1=NC=C(N=C1)C(F)(F)F)C